2-(2-fluoro-4-methylphenyl)-1-{[2-(trimethylsilyl)ethoxy]methyl}-1H-pyrrole-3-carbonitrile FC1=C(C=CC(=C1)C)C=1N(C=CC1C#N)COCC[Si](C)(C)C